ClC1=NC=NC(=C1)C1=CC=CC=C1 4-chloro-6-phenyl-pyrimidine